ClC1=NC(=NC(=C1)C(=C)OCC)N1N=C(C=C1C)C 4-chloro-2-(3,5-dimethyl-1H-pyrazol-1-yl)-6-(1-ethoxyvinyl)pyrimidine